trimethyl-L-lysine allyl ester C(C=C)OC([C@@](N(C)C)(CCCCN)C)=O